3,3-DIMETHYL-4-OXOVALERIC ACID CC(CC(=O)O)(C(C)=O)C